3-(4-(((2R,6S)-2,6-Dimethylmorpholino)sulfonyl)furan-2-yl)-2,5,6-trifluorophenol C[C@H]1O[C@H](CN(C1)S(=O)(=O)C=1C=C(OC1)C=1C(=C(C(=C(C1)F)F)O)F)C